(R)-1-(4-(3-methylmorpholino)-7-(methylsulfonyl)thieno[3,2-d]pyrimidin-2-yl)-1,3-dihydro-2H-benzo[d]imidazol-2-one C[C@@H]1COCCN1C=1C2=C(N=C(N1)N1C(NC3=C1C=CC=C3)=O)C(=CS2)S(=O)(=O)C